2-(((8Z,11Z,14Z)-octadeca-8,11,14-trien-1-yl)oxy)butanoic acid C(CCCCCC\C=C/C\C=C/C\C=C/CCC)OC(C(=O)O)CC